C(CC(O)(C(=O)[O-])CC(=O)[O-])(=O)[O-].[Na+].[Na+].[Na+] triNatrium citrat